[1,3]diazino[5,4-d]pyrimidin-4-amine N1=CN=C(C2=C1C=NC=N2)N